((3R,5R)-3-amino-5-fluoropiperidin-1-yl)(1-(cyclopropylmethyl)-2-(1-(3-hydroxypropyl)-2,3-dihydro-1H-pyrrolo[1,2,3-de]quinoxalin-5-yl)-7-methoxy-1H-benzo[d]imidazol-5-yl)methanone N[C@H]1CN(C[C@@H](C1)F)C(=O)C1=CC2=C(N(C(=N2)C2=CC=3C=4N2CCN(C4C=CC3)CCCO)CC3CC3)C(=C1)OC